C12(CCC(C1)C2)N2CC(NS(C1=C2C=C(C(=C1)OC)Br)(=O)=O)CCCC 5-(bicyclo[2.1.1]hexan-1-yl)-7-bromo-3-butyl-8-methoxy-2,3,4,5-tetrahydrobenzo[f][1,2,5]thiadiazepine 1,1-dioxide